4-[7-(1-cyano-1-methyl-ethyl)imidazo[1,2-a]pyridin-3-yl]-2-(difluoromethoxy)-N-(1,1-dioxothietan-3-yl)-6-methoxy-benzamide C(#N)C(C)(C)C1=CC=2N(C=C1)C(=CN2)C2=CC(=C(C(=O)NC1CS(C1)(=O)=O)C(=C2)OC)OC(F)F